butyl 3-(3,5-ditert-butyl-4-hydroxyphenyl)propanoate C(C)(C)(C)C=1C=C(C=C(C1O)C(C)(C)C)CCC(=O)OCCCC